BrC1=CC(=C(O[C@H](C(=O)[O-])C)C=C1)C(F)(F)C1CCC1.[Na+] sodium (S)-2-(4-bromo-2-(cyclobutyldifluoromethyl)phenoxy)propanoate